Cl.ClC1=CC=C(C=C1)C=1C=C(C(N(N1)C=1C=NC=CC1)=O)C(=O)N[C@@H](C)C1=CC(=NC=C1)F (S)-6-(4-chlorophenyl)-N-(1-(2-fluoropyridin-4-yl)ethyl)-3-oxo-2-(pyridin-3-yl)-2,3-dihydropyridazine-4-carboxamide hydrochloride